2-Chloromethylpyridine ClCC1=NC=CC=C1